S-Benzylglutathione C(C1=CC=CC=C1)SC[C@H](NC(CC[C@H](N)C(=O)O)=O)C(=O)NCC(=O)O